2-(4-(9H-carbazol-2-yl)phenyl)-5-phenyl-1,3,4-oxadiazole C1=C(C=CC=2C3=CC=CC=C3NC12)C1=CC=C(C=C1)C=1OC(=NN1)C1=CC=CC=C1